5-NITROTETRAZOLE [N+](=O)([O-])C1=NN=NN1